4,5-diamino-1,2-bis(2-hydroxyethyl)-1,2-dihydropyrazol-3-one NC=1C(N(N(C1N)CCO)CCO)=O